C(C)(=O)C1=CC=C(S1)C=1C=CC(=C(C1)NC(C1=CC=C(C=C1)S(=O)(=N)C)=O)N N-[5-(5-acetyl-2-thienyl)-2-amino-phenyl]-4-(methylsulfonimidoyl)benzamide